[Si](C)(C)(C(C)(C)C)OC1=CC=2CC[C@H]3[C@@H]4CC(C([C@@]4(C)CC[C@@H]3C2C=C1)=O)S(=O)C1=NC=CC=C1 3-tert-butyldimethylsilyloxy-16-(2-pyridinesulfinyl)-estra-1,3,5(10)-trien-17-one